C[C@]12CCC(=O)C[C@@H]1CC[C@@H]3[C@@H]2CC[C@]4([C@H]3CC[C@@H]4O)C 5α-androstan-17β-ol-3-one